ethyl (R)-8-((2S,4R)-4-hydroxy-2-(((S)-1-(4-(4-methylthiazol-5-yl)phenyl)ethyl)carbamoyl)pyrrolidine-1-carbonyl)-7,7-dimethyl-5,6,7,8-tetrahydro-4H-cyclohepta[d]isoxazole-3-carboxylate O[C@@H]1C[C@H](N(C1)C(=O)[C@@H]1C(CCCC=2C(=NOC21)C(=O)OCC)(C)C)C(N[C@@H](C)C2=CC=C(C=C2)C2=C(N=CS2)C)=O